tert-butyl (1-(4-bromo-2,5-difluorophenyl)azetidin-3-yl)(methyl)carbamate BrC1=CC(=C(C=C1F)N1CC(C1)N(C(OC(C)(C)C)=O)C)F